CN1N=CC=2C1=C(N=NC2O)O 1-methyl-1H-pyrazolo[3,4-d]pyridazine-4,7-diol